5,5'-oxybis(N-octadecenyl-2-methyl-pyridin-4-one) O(C=1C(C=C(N(C1)C=CCCCCCCCCCCCCCCCC)C)=O)C=1C(C=C(N(C1)C=CCCCCCCCCCCCCCCCC)C)=O